morpholinopyrazin-2-amine O1CCN(CC1)C=1C(=NC=CN1)N